ClC1=CC=C(C=C1)C1(C(CCCCC1)N1N=CN=C1)O 1-(4-chlorophenyl)-2-(1H-1,2,4-triazol-1-yl)-cycloheptanol